(R)-N-(2-chloro-6-(3-methylmorpholino)pyridin-4-yl)methanesulfonamide ClC1=NC(=CC(=C1)NS(=O)(=O)C)N1[C@@H](COCC1)C